5-{5-[(3R)-3-Aminopiperidine-1-carbonyl]-7-methoxy-1-methyl-1H-1,3-benzodiazol-2-yl}-1-benzyl-1H-pyrrole-2-carboxamide N[C@H]1CN(CCC1)C(=O)C1=CC2=C(N(C(=N2)C2=CC=C(N2CC2=CC=CC=C2)C(=O)N)C)C(=C1)OC